tert-butyl (4-oxopentyl)carbamate O=C(CCCNC(OC(C)(C)C)=O)C